ClC1=C(C(=CC=C1)Cl)CN1C2=CC=CC(=C2C=2C=CC=CC12)C(N)=O 9-[(2,6-dichlorophenyl)methyl]-5-carbamoylcarbazol